spiro[2.3]hexan-5-yl methanesulfonate CS(=O)(=O)OC1CC2(CC2)C1